4-[(1S,2S)-2-(difluoromethyl)cyclopropyl]-6-(2,4-dimethoxypyrimidin-5-yl)-3-methyl-pyridazine FC([C@@H]1[C@H](C1)C1=C(N=NC(=C1)C=1C(=NC(=NC1)OC)OC)C)F